1,1'-(butane-1,4-diyl)bis(N-(3-nitrophenyl)-3-(pyridin-4-yl)-1H-pyrazole-5-carboxamide) C(CCCN1N=C(C=C1C(=O)NC1=CC(=CC=C1)[N+](=O)[O-])C1=CC=NC=C1)N1N=C(C=C1C(=O)NC1=CC(=CC=C1)[N+](=O)[O-])C1=CC=NC=C1